ClC=1C=CC(=C(C1)O)C1=C2C(=C(N=N1)N[C@@H]1[C@@H](COCC1)C)C=NC=C2 5-chloro-2-(4-{[(3S,4S)-3-methyloxan-4-yl]amino}pyrido[3,4-d]pyridazin-1-yl)phenol